C1(NN=CC2=C1C=C1CCCCN21)=O 6,7,8,9-Tetrahydropyridazino[4,5-b]indolizin-1(2H)-one